FC(CN1C(=NC2=C1C=C(C=C2F)C2=CNC=1N=C(N=CC12)NC1C[C@@H]2[C@@H](CN(C2)C(C)=O)C1)C)F 1-((3aR,5s,6aS)-5-((5-(1-(2,2-difluoroethyl)-4-fluoro-2-methyl-1H-benzo[d]imidazol-6-yl)-7H-pyrrolo[2,3-d]pyrimidin-2-yl)amino)hexahydrocyclopenta[c]pyrrol-2(1H)-yl)ethan-1-one